3-(5-bromo-1,3,4-oxadiazol-2-yl)-5,7-difluoro-2-(4-fluorophenyl)-1H-indole BrC1=NN=C(O1)C1=C(NC2=C(C=C(C=C12)F)F)C1=CC=C(C=C1)F